The molecule is the second intermediate in the biosynthesis of vitamin B12 from uroporphyrinogen III, in which methyl groups have been introduced at positions 2 and 7 of the tetrapyrrole framework. It has a role as an Escherichia coli metabolite. It is a precorrin and a member of isobacteriochlorins. It is a conjugate acid of a precorrin-2(7-). C[C@@]\\1([C@@H](/C/2=C/C3=N/C(=C\\C4=C(C(=C(N4)CC5=C(C(=C(N5)/C=C1\\N2)CC(=O)O)CCC(=O)O)CCC(=O)O)CC(=O)O)/[C@H]([C@]3(C)CC(=O)O)CCC(=O)O)CCC(=O)O)CC(=O)O